N-(cyclopropylsulfonyl)-3-((2,6-dimethylbenzyl)thio)-4-methylbenzamide C1(CC1)S(=O)(=O)NC(C1=CC(=C(C=C1)C)SCC1=C(C=CC=C1C)C)=O